phenyl-pyrene C1(=CC=CC=C1)C1=CC=C2C=CC3=CC=CC4=CC=C1C2=C34